3-ethyl-[1,2,4]triazol C(C)C1=NNC=N1